F[C@H]1CN(CC[C@H]1NC1=CC=CN2C(=C(C=C12)C1=NOC(=N1)CNC(C[C@@H](C)O)=O)SC(F)(F)F)C (3R)-N-{[3-(8-{[(3S,4R)-3-fluoro-1-methylpiperidin-4-yl]amino}-3-[(trifluoromethyl)sulfanyl]indolizin-2-yl)-1,2,4-oxadiazol-5-yl]methyl}-3-hydroxybutanamide